N-(2-(1-((2-(2,4-dioxotetrahydropyrimidin-1(2H)-yl)-1,3-dioxoisoindolin-5-yl)methyl)piperidin-4-yl)-6-(2-hydroxypropan-2-yl)-2H-indazol-5-yl)-6-(trifluoromethyl)picolinamide O=C1N(CCC(N1)=O)N1C(C2=CC=C(C=C2C1=O)CN1CCC(CC1)N1N=C2C=C(C(=CC2=C1)NC(C1=NC(=CC=C1)C(F)(F)F)=O)C(C)(C)O)=O